2-methyl-6-(4-(thiophen-2-yl)-4H-dithieno[3,2-B:2',3'-d]pyrrol-2-yl)-1H-benzo[de]isoquinoline-1,3(2H)-dione CN1C(C2=CC=CC=3C2=C(C1=O)C=CC3C3=CC1=C(C2=C(N1C=1SC=CC1)C=CS2)S3)=O